CC(C)[Si](OC)(OC)C 2-propyl-methyldimethoxysilane